ClC(C(O)O)(Cl)Cl chloral, hydrate